tert-butyl 5-[7-(2-ethyl-6-methyl-3-pyridyl)-5-[4-(5-fluoro-3-methoxy-6-methyl-2-pyridyl)piperazine-1-carbonyl]-1H-indol-2-yl]-3,6-dihydro-2H-pyridine-1-carboxylate C(C)C1=NC(=CC=C1C=1C=C(C=C2C=C(NC12)C1=CCCN(C1)C(=O)OC(C)(C)C)C(=O)N1CCN(CC1)C1=NC(=C(C=C1OC)F)C)C